2-[(1S)-1-cyclohexylethoxy]-5-fluoro-N-(3-methylpyrazin-2-yl)-4-(3-oxo-5,6,7,8-tetrahydro[1,2,4]triazolo[4,3-a]pyridin-2(3H)-yl)benzamide C1(CCCCC1)[C@H](C)OC1=C(C(=O)NC2=NC=CN=C2C)C=C(C(=C1)N1N=C2N(CCCC2)C1=O)F